[Na].[Na].C1(=CC=CC=C1)CC(=O)O Phenylacetic acid disodium